(3-(4-(5-methyl-1,3,4-thiadiazol-2-yloxy)phenyl)-1,2,4-oxadiazol-5-yl)methanol CC1=NN=C(S1)OC1=CC=C(C=C1)C1=NOC(=N1)CO